(1R,2S)-2-amino-1,2-bis(2-fluoro-4-(trifluoromethyl)phenyl)ethanol N[C@H]([C@H](O)C1=C(C=C(C=C1)C(F)(F)F)F)C1=C(C=C(C=C1)C(F)(F)F)F